4-[5-(3,5-dimethylpyrazol-1-yl)benzimidazol-1-yl]-2,6-dimethoxy-N-(2,2,2-trifluoroethyl)benzamide CC1=NN(C(=C1)C)C1=CC2=C(N(C=N2)C2=CC(=C(C(=O)NCC(F)(F)F)C(=C2)OC)OC)C=C1